3-(2-Bromo-4-(guanidinomethyl)phenoxy)propyl 4-bromobenzenesulfonate, methanesulfonic acid salt CS(=O)(=O)O.BrC1=CC=C(C=C1)S(=O)(=O)OCCCOC1=C(C=C(C=C1)CNC(=N)N)Br